CC1=CC=C(C=C1)C(C)(C)O p-Cymene-8-ol